(1-benzyl-1H-pyrazol-4-yl)((S)-8-(5-(3,4-dichlorobenzyl)-1,3,4-oxadiazol-2-yl)-2-((S)-2,2-dimethylcyclopropane-1-carbonyl)-2,6-diazaspiro[3.4]octan-6-yl)methanone C(C1=CC=CC=C1)N1N=CC(=C1)C(=O)N1CC2(CN(C2)C(=O)[C@@H]2C(C2)(C)C)[C@@H](C1)C=1OC(=NN1)CC1=CC(=C(C=C1)Cl)Cl